3-(9-((4-(aminomethyl)-2-methylphenyl)carbamoyl)-4,5-dihydrobenzo[b]thieno[2,3-d]oxepin-8-yl)-6-((3-hydroxypropyl)carbamoyl)picolinic acid NCC1=CC(=C(C=C1)NC(=O)C1=CC2=C(OCCC3=C2SC=C3)C=C1C=1C(=NC(=CC1)C(NCCCO)=O)C(=O)O)C